N-((3aR,4R,5R,7R,7aS)-2-(4-cyano-3-(trifluoromethyl)phenyl)-4,7-dimethyl-1,3-dioxooctahydro-1H-4,7-epoxyisoindol-5-yl)-5-(furan-2-yl)-1H-pyrazole-3-carboxamide C(#N)C1=C(C=C(C=C1)N1C([C@@H]2[C@]3(C[C@H]([C@@]([C@@H]2C1=O)(O3)C)NC(=O)C3=NNC(=C3)C=3OC=CC3)C)=O)C(F)(F)F